5-Amino-3-[5-[2-[[3-(2,4-dichlorophenyl)isoxazol-5-yl]amino]-2-oxo-ethyl]pyrazin-2-yl]-1-isopropyl-pyrazole-4-carboxamide NC1=C(C(=NN1C(C)C)C1=NC=C(N=C1)CC(=O)NC1=CC(=NO1)C1=C(C=C(C=C1)Cl)Cl)C(=O)N